ClC=1C(=NC(=C(C1Cl)Cl)Cl)C(=O)O 3,4,5,6-tetrachloropicolinic acid